(Z)-N'-(4-chloro-3-iodo-6-methylpyridin-2-yl)-N-hydroxyformimidamide ClC1=C(C(=NC(=C1)C)\N=C/NO)I